(2R)-N-{2-benzyl-2-azaspiro[3.3]heptan-6-yl}-4-(6-fluoro-1,3-benzothiazol-2-yl)-2-methylpiperazine-1-carboxamide C(C1=CC=CC=C1)N1CC2(C1)CC(C2)NC(=O)N2[C@@H](CN(CC2)C=2SC1=C(N2)C=CC(=C1)F)C